2-(iodomethyl)styrene ICC1=C(C=C)C=CC=C1